CC1=CN=CC(=N1)C(=O)N 6-methyl-pyrazine-2-carboxamide